FC1=NC2=CC=C(C=C2C=C1)[N+](=O)[O-] 2-fluoro-6-nitroquinoline